FC([C@@H](C)OC1=NC=CC(=C1)CN)(F)F (R)-(2-((1,1,1-trifluoropropan-2-yl)oxy)pyridin-4-yl)methanamine